2-(3,3-Difluoroazetidin-1-yl)-2-oxoacetic acid sodium salt [Na+].FC1(CN(C1)C(C(=O)[O-])=O)F